BrC1=CC=C(C=C1)N1C(C2(CC1)CCN(CC2)C(C2=CC=C(C=C2)N2CCN(CC2)C)=O)=O 2-(4-bromophenyl)-8-(4-(4-methylpiperazin-1-yl)benzoyl)-2,8-diazaspiro[4.5]Decan-1-one